Br[Si]1(C[Si](C1)(CCCC)Br)CCCC 1,3-dibromo-1,3-dibutyl-1,3-disilacyclobutane